ClC1=C(C=C2C=C(N=CC2=C1)NC(=O)[C@@H]1[C@H](CC1)C#N)N1CCN(CC1)[C@]1(COC[C@H]1F)C (1S,2S)-N-[7-chloro-6-[4-((3S,4S)-4-fluoro-3-methyl-tetrahydrofuran-3-yl)piperazin-1-yl]-3-isoquinolinyl]-2-cyano-cyclobutanecarboxamide